4-(8-chloro-4-methoxyquinazolin-2-yl)phenol ClC=1C=CC=C2C(=NC(=NC12)C1=CC=C(C=C1)O)OC